Tert-butyl 4-(2-((5-fluoro-4-(8-fluoro-4-(2-hydroxypropan-2-yl)quinolin-6-yl)pyrimidin-2-yl)amino)pyrimidin-5-yl)piperidine-1-carboxylate FC=1C(=NC(=NC1)NC1=NC=C(C=N1)C1CCN(CC1)C(=O)OC(C)(C)C)C=1C=C2C(=CC=NC2=C(C1)F)C(C)(C)O